Methylenenaphthalenedicarboxamide C=NC(=O)C=1C(=CC=C2C=CC=CC12)C(=O)N